C(CCCCC)C1=CC=C(C=C1)N(C1=CC=C(C=C1)C1=CC2=C(C=3C=CC(OC3C=C2)(C2=CC=CC=C2)C2=CC=C(C=C2)C2=CC=C(C=C2)\C=C(/C(=O)O)\C#N)C=C1)C1=CC=C(C=C1)CCCCCC (Z)-3-(4'-(8-(4-(bis(4-hexylphenyl)amino)phenyl)-3-phenyl-3H-benzo[f]chromen-3-yl)-[1,1'-biphenyl]-4-yl)-2-cyanoacrylic acid